C1=CC(=CC=C1[C@@H]2[C@H](C3=C(O2)C=CC(=C3)/C=C/C4=CC(=CC(=C4)O)O)C5=CC(=CC(=C5)O)O)O The molecule is a stilbenoid that is the (2S,3S)-trans-stereoisomer of delta-viniferin, obtained by cyclodimerisation of trans-resveratrol. It is a member of 1-benzofurans, a polyphenol and a stilbenoid. It derives from a trans-resveratrol. It is an enantiomer of a (2R,3R)-trans-delta-viniferin.